triazatridecane-3-carbonitrile NNN(CCCCCCCCCC)C#N